O1C=NC2=C1C=1C=CC(=CC1OC2)CC(=O)N[C@H]2N(C[C@@H](C2)O)C(=O)OC(C)(C)C Tert-butyl (2S,4R)-2-(((4H-chromeno[3,4-d]oxazol-7-yl)methyl)formamido)-4-hydroxypyrrolidine-1-carboxylate